(4aR,8aR)-4a-(3-chlorophenyl)octahydro-2H-benzo[b][1,4]oxazine hydrochloride Cl.ClC=1C=C(C=CC1)[C@]12[C@H](OCCN1)CCCC2